OB1OCC2C1=C(C(=CC2)OC)C=2C=C1C(=NN=C(C1=CC2)NC(=O)[O-])C 6-(1-hydroxy-6-methoxy-3,4-dihydro-2,1-benzoxaborole-7-yl)-4-methylphthalazine-1-carbamate